N=1C(=CN2C1N=CC=C2)CN2N=CC1=C(N(C=3C=C(C=CC13)OC)C)C2=O 3-(imidazo[1,2-a]pyrimidin-2-ylmethyl)-7-methoxy-5-methyl-3,5-dihydro-4H-pyridazino[4,5-b]indol-4-one